5-((((5-((2-chloro-3-(3-chloro-2-(3-methoxy-4-((((5-oxopyrrolidin-2-yl)methyl)amino)methyl)phenyl)pyridin-4-yl)phenyl)amino)-4-methoxypyridin-3-yl)methyl)amino)methyl)pyrrolidin-2-one ClC1=C(C=CC=C1C1=C(C(=NC=C1)C1=CC(=C(C=C1)CNCC1NC(CC1)=O)OC)Cl)NC=1C(=C(C=NC1)CNCC1CCC(N1)=O)OC